1,3-dioxan-2-methanol O1C(OCCC1)CO